(R)-3-cyano-N-(2,2,2-trifluoro-1-(4-fluorophenyl)ethyl)pyrazolo[1,5-a]pyrimidine-6-sulfonamide C(#N)C=1C=NN2C1N=CC(=C2)S(=O)(=O)N[C@@H](C(F)(F)F)C2=CC=C(C=C2)F